(E)-3-(3,4-dihydroxyphenyl)-1-(2-hydroxy-4-(2-morpholinoethoxy)phenyl)prop-2-en-1-one tert-butyl-(1r,4r)-4-(dimethylamino)cyclohexylcarbamate C(C)(C)(C)OC(NC1CCC(CC1)N(C)C)=O.OC=1C=C(C=CC1O)/C=C/C(=O)C1=C(C=C(C=C1)OCCN1CCOCC1)O